N'-(1,3-benzoxazol-6-yl)-N,N-diethyl-6-[(1,1,1,3,3,3-hexafluoropropan-2-yl)oxy]1,3,5-triazine-2,4-diamine O1C=NC2=C1C=C(C=C2)NC2=NC(=NC(=N2)OC(C(F)(F)F)C(F)(F)F)N(CC)CC